FC(C(\C=C/C(C(=O)OC)C(NC=1C(=NC(=CC1)C(F)(F)F)C)=O)=O)(F)F methyl (Z)-6,6,6-trifluoro-2-[[2-methyl-6-(trifluoromethyl)-3-pyridyl] carbamoyl]-5-oxo-hex-3-enoate